BrC1=CC(=C(C=C1)C=C[N+](=O)[O-])Cl 4-bromo-2-chloro-1-(2-nitrovinyl)benzene